2-methyl-6-(4'-(2-(piperidin-4-yl)ethoxy)-[1,1'-biphenyl]-4-yl)-1H-benzo[d]imidazole-4-carboxylic acid CC1=NC2=C(N1)C=C(C=C2C(=O)O)C2=CC=C(C=C2)C2=CC=C(C=C2)OCCC2CCNCC2